3-cyclopropylisoxazole-5-carboxamide C1(CC1)C1=NOC(=C1)C(=O)N